methyl-8-{2-[9-(dimethylamino)hexadecyl]cyclopropyl}octanoate COC(CCCCCCCC1C(C1)CCCCCCCCC(CCCCCCC)N(C)C)=O